BrC1=CC=C(CC2=NC=CC(=N2)OC)C=C1 2-(4-bromobenzyl)-4-methoxypyrimidine